Cl.OB1O[C@H](CC2=C1C=C(C=C2)C(F)(F)F)C2=CC(=C(C(N)=N)C=C2)OCC=2C=NC=CC2 (R)-4-(1-hydroxy-7-(trifluoromethyl)-3,4-dihydro-1H-benzo[c][1,2]oxaborinin-3-yl)-2-(pyridin-3-ylmethoxy)benzimidamide hydrochloride salt